CC1=NN(C=C1NC1=NC=CC=N1)C1CCNCC1 N-(3-methyl-1-(piperidin-4-yl)-1H-pyrazol-4-yl)pyrimidin-2-amine